C1(C=CC(N1C(C1CCCCC1)(C1CCCCC1)N1C(C=CC1=O)=O)=O)=O bismaleimidyldicyclohexylmethane